(S)-7-ethoxy-1-(2-(5-methoxy-1H-indol-3-yl)ethyl)-6-methoxy-3,4-dihydroisoquinoline C(C)OC1=C(C=C2CCN=C(C2=C1)CCC1=CNC2=CC=C(C=C12)OC)OC